ethyl 2-(4,4-dimethylchroman-5-yl)acetate CC1(CCOC2=CC=CC(=C12)CC(=O)OCC)C